N1=CN=C(C2=C1NC=C2)N2CCC(CC2)NS(=O)(=O)C N-(1-(7H-pyrrolo[2,3-d]pyrimidin-4-yl)piperidin-4-yl)methanesulfonamide